2-(4-bromo-3-fluorophenyl)-5-((3-bromophenyl)amino)-6-chloro-1H-benzo[d]imidazole-4,7-dione BrC1=C(C=C(C=C1)C1=NC2=C(N1)C(C(=C(C2=O)NC2=CC(=CC=C2)Br)Cl)=O)F